N-(2-Cyano-3'-fluoro-5'-methoxybiphenyl-3-yl)-4,5,6,7-tetrahydro[1,3]thiazolo[5,4-c]pyridin-2-carboxamid C(#N)C1=C(C=CC=C1NC(=O)C=1SC=2CNCCC2N1)C1=CC(=CC(=C1)OC)F